BrC1=CC=C2C(N(C(NC2=C1)=O)C1=CN=CC2=CC=CC=C12)=O 7-bromo-3-(isoquinolin-4-yl)quinazoline-2,4(1H,3H)-dione